FCCN1N=NC2=C1C=C(C=C2)C=2C=CN1N=C(N=C(C12)OC)NC1CCN(CC1)C1(COC1)C 5-(1-(2-fluoroethyl)-1H-benzo[d][1,2,3]triazol-6-yl)-4-methoxy-N-(1-(3-methyloxetan-3-yl)piperidin-4-yl)pyrrolo[2,1-f][1,2,4]triazin-2-amine